(R)-6-methyl-5-(quinolin-3-yl)-8,9-dihydro-[1,2,4]Triazino[1,6-a]Indole-4,8-diamine CC=1C=2C(=C3N(C2C[C@H](C1)N)N=CN=C3N)C=3C=NC1=CC=CC=C1C3